N1CC(C1)NC1=NC=C(C2=CC(=NC=C12)Cl)C(C)(C)N=[N+]=[N-] N-(azetidin-3-yl)-4-(2-azidopropan-2-yl)-6-chloro-2,7-naphthyridin-1-amine